[2-(6-azaspiro[3.4]oct-6-yl)-6-chloropyridin-3-yl]-(1,1-dioxo-1,4-thiazinan-4-yl)methanone C1CCC12CN(CC2)C2=NC(=CC=C2C(=O)N2CCS(CC2)(=O)=O)Cl